FC1(CN(CC[C@H]1CC(=O)N1C[C@H](C[C@H](C1)C)C1=C2C=CC=NC2=C(C=C1)C#N)C)F 5-{(3R,5R)-1-[2-((S)-3,3-difluoro-1-methyl-piperidin-4-yl)-acetyl]-5-methyl-piperidin-3-yl}-quinoline-8-carbonitrile